3,5-dimethylpiperidin-4-ol CC1CNCC(C1O)C